C1(CC1)COC=1C=CC(=C(C1)NC=1C2=C(N=CN1)C=CC(=N2)O[C@@H]2CNCC2)F N-[5-(Cyclopropylmethoxy)-2-fluoro-phenyl]-6-[(3S)-pyrrolidin-3-yl]oxy-pyrido[3,2-d]pyrimidin-4-amine